C(C)(C)(C)OC(=O)N1[C@H](CCC1)C(N(C)C1=CC=C(C=C1)F)=O.C(C)(=O)C1=NC(=CC=C1)C(C)=NC1=C(C=CC=C1C)C 2-acetyl-6-(1-((2,6-dimethylphenyl)imino)ethyl)pyridine tert-butyl-(R)-2-((4-fluorophenyl)(methyl)carbamoyl)pyrrolidine-1-carboxylate